N-α-(9-fluorenylmethoxycarbonyl)-D-valine CC(C)[C@H](C(=O)O)NC(=O)OCC1C2=CC=CC=C2C3=CC=CC=C13